4-((2R,3R,4R,5R)-3-(2-(difluoromethoxy)-4-fluorophenyl)-4,5-dimethyl-5-(trifluoromethyl)tetrahydrofuran-2-carboxamido)picolinamide FC(OC1=C(C=CC(=C1)F)[C@@H]1[C@@H](O[C@]([C@@H]1C)(C(F)(F)F)C)C(=O)NC1=CC(=NC=C1)C(=O)N)F